(3R)-3-(7-{[(6S)-6-Ethyl-2-hydroxy-5,6,7,9-tetrahydro-8H-pyrido[2,3-c]azepin-8-yl]methyl}-1-benzothiophen-5-yl)-3-(1,4,7-trimethyl-1H-benzotriazol-5-yl)propanoic acid C(C)[C@H]1CC2=C(CN(C1)CC1=CC(=CC=3C=CSC31)[C@@H](CC(=O)O)C3=C(C1=C(N(N=N1)C)C(=C3)C)C)N=C(C=C2)O